2,3,5,6-tetra-carboxyl-1,4-dicyanobenzene C(=O)(O)C1=C(C(=C(C(=C1C(=O)O)C#N)C(=O)O)C(=O)O)C#N